5-((5-Chloro-2-(5-methyl-1H-pyrazol-1-yl)pyrimidin-4-yl)amino)-3-(3-hydroxy-3-methylbutyl)-1-methyl-1,3-dihydro-2H-benzo[d]imidazol-2-on ClC=1C(=NC(=NC1)N1N=CC=C1C)NC1=CC2=C(N(C(N2CCC(C)(C)O)=O)C)C=C1